N-(dichlorobenzyl)hexaethyldisilazane ClC(C1=CC=CC=C1)(N([Si](CC)(CC)CC)[Si](CC)(CC)CC)Cl